N-(6-(4,6-dihydropyrrolo[3,4-c]pyrazol-5(1H)-yl)-2,2-dimethyl-2,3-dihydrobenzo-furan-5-yl)pyrazolo[1,5-a]pyrimidine-3-carboxamide N1N=CC2=C1CN(C2)C2=CC1=C(CC(O1)(C)C)C=C2NC(=O)C=2C=NN1C2N=CC=C1